Dihydrooxazolooxazepine O1NCC=CC2=C1OC=N2